5-Phenyl-1H-pyrazole-3-carboxylic acid {2-[4-(2-hydroxymethyl-phenoxy)-piperidin-1-yl]-2-oxoethyl}-amide OCC1=C(OC2CCN(CC2)C(CNC(=O)C2=NNC(=C2)C2=CC=CC=C2)=O)C=CC=C1